NC1=C(C(=CC(=C1)C(C)(C)C)C)O 2-amino-4-(tert-butyl)-6-methylphenol